2,4,6-tris-(4-bromophenyl)-[1,3,5]triazine BrC1=CC=C(C=C1)C1=NC(=NC(=N1)C1=CC=C(C=C1)Br)C1=CC=C(C=C1)Br